4-amino-4'-nitro-3-methyl-azobenzene VANADIUM-TUNGSTEN [W].[V].NC1=C(C=C(C=C1)N=NC1=CC=C(C=C1)[N+](=O)[O-])C